methacryloyloxypropyltrimethoxysilane C(C(=C)C)(=O)OCCC[Si](OC)(OC)OC